1-((3,5-dimethylisoxazol-4-yl)methyl)-N-(4-(2-isopropoxypropan-2-yl)thiazol-2-yl)-1H-pyrrole-2-carboxamide CC1=NOC(=C1CN1C(=CC=C1)C(=O)NC=1SC=C(N1)C(C)(C)OC(C)C)C